C(#N)NC1CC(C1)C(=O)NC=1SC(=CN1)[C@@H]1[C@H](CCCC1)C (1r,3r)-3-(cyanoamino)-N-{5-[(1S,2S)-2-methylcyclohexyl]-1,3-thiazol-2-yl}cyclobutane-1-carboxamide